OC1CC(CC1)N1C(C=CC2=C1N=C(N=C2)NC2CCN(CC2)S(=O)(=O)C)=O 8-[3-hydroxycyclopentyl]-2-{[1-(methylsulfonyl)piperidin-4-yl]amino}pyrido[2,3-d]pyrimidin-7(8H)-one